Cl.C(=O)(OCC1C2=CC=CC=C2C2=CC=CC=C12)N[C@@H](CCCCN)C(=O)O Fmoclysine hydrochloride